[Si](C)(C)(C(C)(C)C)OC1C2CNCC(C1)N2C(=O)[O-] 6-((tert-butyldimethylsilyl)oxy)-3,8-diazabicyclo[3.2.1]octane-8-carboxylate